BrN1C(N(C(C1(C)C)=O)Br)=O 1,3-Dibromo-5,5-dimethylimidazolidine-2,4-dione